5-(trifluoro-methyl)phenol FC(C=1C=CC=C(C1)O)(F)F